O=C1NC(CCC1NC1=C(C(=C(C=C1)C1CCN(CC1)CC(=O)OC(C)(C)C)F)F)=O tert-butyl 2-[4-[4-[(2,6-dioxo-3-piperidyl)amino]-2,3-difluoro-phenyl]-1-piperidyl]acetate